ClC=1C=CC(=C(C1)C1C(NC(N1)=O)=O)OC 5-(5-chloro-2-methoxyphenyl)imidazolidine-2,4-dione